(2-propenyl-oxy) methyl ether COOCC=C